[Cl-].C(=C)C1=[NH+]C=CC=C1 2-vinylpyridin-1-ium chloride